(3S,4S)-3-fluoro-1-[4-({8-[3-(methanesulfonyl-methyl)azetidin-1-yl]-5-(propan-2-yl)isoquinolin-3-yl}amino)pyrimidin-2-yl]-3-methyl-piperidin-4-ol F[C@]1(CN(CC[C@@H]1O)C1=NC=CC(=N1)NC=1N=CC2=C(C=CC(=C2C1)C(C)C)N1CC(C1)CS(=O)(=O)C)C